C(C)(C)(C)OC(=O)N[C@H](C(=O)O)CC1=C(C=C(C=C1)I)I (S)-2-((tert-butoxycarbonyl)amino)-3-(2,4-diiodophenyl)propionic acid